CN(CC)CCOCC(=O)N(CCC)CCC 2-[2-(N-methyl-N-ethyl-amino)ethoxy]-N,N-dipropyl-acetamide